5-(ethylamino)-4-hepten-3-one C(C)NC(=CC(CC)=O)CC